N1(C(=CC=2C1=CN=CC2)C(=O)OC)C(=O)OC(C)(C)C 1-(tert-butyl) 2-methyl 1H-pyrrolo[2,3-c]pyridine-1,2-dicarboxylate